(E)-4-chloro-N-(4-(8-(4-chloro-6-methoxy-1-methyl-1H-benzo[d]imidazol-5-yl)indolizine-3-carbonyl)-2,6-difluorophenyl)but-2-enamide ClC/C=C/C(=O)NC1=C(C=C(C=C1F)C(=O)C1=CC=C2C(=CC=CN12)C1=C(C2=C(N(C=N2)C)C=C1OC)Cl)F